ClCCOC1=CC(=C(C(=O)O)C=C1OC)N=CC[N+](=O)[O-] 4-(2-chloroethoxy)-5-methoxy-2-(2-nitroethylideneamino)benzoic acid